1-methyl-N-(3-methyl-3-phenylbutyl)-5-oxo-4,5-dihydro-1H-1,2,4-triazole-3-carboxamide CN1N=C(NC1=O)C(=O)NCCC(C)(C1=CC=CC=C1)C